C(=O)OS(=O)(=O)C methylsulfonyl formate